2-(1-(5-fluoropyridyl-formyl)pyrrolidin-3-yl)-5-hydroxybenzaldehyde FC=1C=CC(=NC1)C(=O)N1CC(CC1)C1=C(C=O)C=C(C=C1)O